O1C2=C(OCC1)C=C(C=C2)C=2C(=C(COC=1C=CC(=C(OCC3=C(C#N)C=CC=C3)C1)C=O)C=CC2)C ((5-((3-(2,3-dihydrobenzo[b][1,4]dioxin-6-yl)-2-methylbenzyl)oxy)-2-formylphenoxy)methyl)benzonitrile